BrC1=CN=CC(=N1)NC1(CN(C1)C(=O)OC(C)(C)C)C tert-butyl 3-[(6-bromopyrazin-2-yl)amino]-3-methyl-azetidine-1-carboxylate